C(C)(C)(C)C1=C2C(=NC=C1)N(C(=C2C(=O)O)NC2=C(C=C(C=C2)I)F)C tert-butyl-2-((2-fluoro-4-iodophenyl)amino)-1-methyl-1H-pyrrolo[2,3-b]pyridine-3-carboxylic acid